CC(C)N(CC=O)CCC 2-[PROPAN-2-YL(PROPYL)AMINO]ACETALDEHYDE